N[C@H](C(=O)O)CCC=1C=NC(=CC1)N (S)-2-amino-4-(6-aminopyridin-3-yl)butanoic acid